1-((3,3-difluoro-1-methylcyclobutyl)methyl)-3-(2,2-difluorocyclopropyl)-4-(trifluoromethyl)-1H-pyrazole-5-carboxamide FC1(CC(C1)(C)CN1N=C(C(=C1C(=O)N)C(F)(F)F)C1C(C1)(F)F)F